C(CCCCCC)NCCCCCCCCCCCN N-heptylundecane-1,11-diamine